1-(5-bromopyrazolo[1,5-a]pyridin-3-yl)-3-(2,4-dimethoxybenzyl)dihydropyrimidine-2,4(1h,3h)-dione BrC1=CC=2N(C=C1)N=CC2N2C(N(C(CC2)=O)CC2=C(C=C(C=C2)OC)OC)=O